4,7-dimethyl-3-(1-(methylsulfonyl)piperidin-4-yl)imidazo[1,5-a]quinazolin-5(4H)-one CN1C=2N(C3=CC=C(C=C3C1=O)C)C=NC2C2CCN(CC2)S(=O)(=O)C